C1(=CC(=CC=C1)C1=NNC(=C1)[C@@H]1CN(C[C@H]1C)C(=O)OC(C)(C)C)C1=CC=CC=C1 trans-tert-butyl 3-(3-([1,1'-biphenyl]-3-yl)-1H-pyrazol-5-yl)-4-methylpyrrolidine-1-carboxylate